4-((2R,4R)-1-((3-chloro-5-methoxy-7-methyl-1H-indol-4-yl)methyl)-4-(3-(trifluoromethyl)azetidin-1-yl)piperidin-2-yl)benzoic acid ClC1=CNC2=C(C=C(C(=C12)CN1[C@H](C[C@@H](CC1)N1CC(C1)C(F)(F)F)C1=CC=C(C(=O)O)C=C1)OC)C